(3R,7R)-2-(3,4-dichlorobenzoyl)-3,7-dimethyl-9-(1-(6-(5-methyl-2H-tetrazol-2-yl)pyridin-3-yl)ethyl)-1,2,3,4,8,9-hexahydropyrido[4',3':3,4]pyrazolo[1,5-a]pyrazin-10(7H)-one ClC=1C=C(C(=O)N2CC=3C(=NN4C3C(N(C[C@H]4C)C(C)C=4C=NC(=CC4)N4N=C(N=N4)C)=O)C[C@H]2C)C=CC1Cl